CN1CCC(CC1)C1=C(C=CC=2N(C=NC21)C(=O)NCCC2=CC=CC=C2)C(F)(F)F 4-(1-Methylpiperidin-4-yl)-N-phenethyl-5-(trifluoromethyl)-1H-benzo[d]imidazole-1-carboxamide